The molecule is an acyl-CoA oxoanion that is the pentaanion of succinyl-CoA, arising from deprotonation of the phosphate, diphosphate and carboxylic acid OH groups. It has a role as a human metabolite and a Saccharomyces cerevisiae metabolite. It is a conjugate base of a succinyl-CoA. CC(C)(COP(=O)([O-])OP(=O)([O-])OC[C@@H]1[C@H]([C@H]([C@@H](O1)N2C=NC3=C(N=CN=C32)N)O)OP(=O)([O-])[O-])[C@H](C(=O)NCCC(=O)NCCSC(=O)CCC(=O)[O-])O